N1(C=NC=C1)CCO 2-(1H-imidazol-1-yl)ethan-1-ol